BrC1=C(C(=O)OC)C(=CC=C1)Cl Methyl 2-bromo-6-chlorobenzoate